CN1N=CC2=CC=CC(=C12)NC(C=C)=O N-(1-methylindazole-7-yl)prop-2-enamide